C(CCCCCC)OC(CCN(CCNCC)CCOC(OC(CCCCCCCCC(=O)[O-])CCCCCC)=O)=O 6-(3-(heptyloxy)-3-oxopropyl)-12-hexyl-10-oxo-9,11-dioxa-3,6-diazahenicosan-21-oate